N1N=C(C=C1)CN1C(C2=CC=C(C=C2C=N1)S(=O)(=O)C1=CC=C(C=C1)OC)=O ((1H-pyrazol-3-yl)methyl)-6-((4-methoxyphenyl)sulfonyl)phthalazin-1(2H)-one